iodo(1,1,2,2,2-pentadeuterioethyl)magnesium I[Mg]C(C([2H])([2H])[2H])([2H])[2H]